C(C1=CC=CC=C1)N1N=NC(=C1C1=NC2=CC(=CN=C2C=C1)N1CCNCCC1)C1=NC(=CC=C1)C 2-[3-benzyl-5-(6-methyl-2-pyridyl)triazol-4-yl]-7-(1,4-diazepan-1-yl)-1,5-naphthyridine